FCCOS(=O)(=O)CC1=CC=CC=C1 2-fluoroethyltoluenesulfonate